ClC1=NC=C(C(=N1)NC1=CC=C(C=C1)Cl)C 2-Chloro-N4-(4-chlorophenyl)-5-methylpyrimidin-4-amine